(2R,3S)-2-(4-(cyclopentylamino)phenyl)-6-fluoro-1-(2-fluoro-6-methylbenzoyl)-N-(4-methyl-3-(trifluoromethyl)phenyl)-1,2,3,4-tetrahydroquinoline-3-carboxamide C1(CCCC1)NC1=CC=C(C=C1)[C@@H]1N(C2=CC=C(C=C2C[C@@H]1C(=O)NC1=CC(=C(C=C1)C)C(F)(F)F)F)C(C1=C(C=CC=C1C)F)=O